(3S)-3-{5-methyl-2-[trans-4-(trifluoromethyl)cyclohexyl]pyrazolo[1,5-a]pyrimidin-7-yl}morpholine CC1=NC=2N(C(=C1)[C@@H]1NCCOC1)N=C(C2)[C@@H]2CC[C@H](CC2)C(F)(F)F